BrC1=CC2=C(NC3=C(NC2=O)C=C(C=C3)OC(F)(F)F)C=C1 2-bromo-8-(trifluoromethoxy)-5,10-dihydro-11H-dibenzo[b,e][1,4]diazepin-11-one